(3S)-3-[(2S)-2-amino-3-(1H-1,3-benzodiazol-2-yl)-3-oxopropyl]pyrrolidin-2-one N[C@@H](C[C@H]1C(NCC1)=O)C(=O)C1=NC2=C(N1)C=CC=C2